4-(((5-acetyl-4-(benzo[b]thiophen-3-yl)-2,6-dimethyl-1,4-dihydro-pyridine-3-carbonyl)oxy)methyl)benzoic acid C(C)(=O)C=1C(C(=C(NC1C)C)C(=O)OCC1=CC=C(C(=O)O)C=C1)C=1C2=C(SC1)C=CC=C2